C12N(CC(NC1)C2)C=2C(=C1CN(C(C1=CC2F)=O)C2C(NC(CC2)=O)=O)F 3-(5-(2,5-diazabicyclo[2.2.1]heptan-2-yl)-4,6-difluoro-1-oxoisoindolin-2-yl)piperidine-2,6-dione